The molecule is a sulfoglycolipid in which alpha,alpha-trehalose, sulfated at the 2'-position, is diacylated at the 2- and 3-positions with palmitic acid. It has a role as a bacterial metabolite. It derives from an alpha,alpha-trehalose. It is a conjugate acid of a 2',3'-dipalmitoyl-2-sulfo-alpha,alpha-trehalose(1-). CCCCCCCCCCCCCCCC(=O)O[C@H]1[C@@H]([C@H](O[C@@H]([C@@H]1OC(=O)CCCCCCCCCCCCCCC)O[C@@H]2[C@@H]([C@H]([C@@H]([C@H](O2)CO)O)O)OS(=O)(=O)O)CO)O